OC(C)(C)C=1C(C=C2N(C(CC=3C=C(C(=NC23)OC)OCCCOC)C(C)C)C1)=O 9-(2-hydroxypropan-2-yl)-6-isopropyl-2-methoxy-3-(3-methoxypropoxy)-5,6-dihydro-10H-pyrido[1,2-h][1,7]naphthyridin-10-on